7-[[3-O-(6-deoxy-α-L-mannopyranosyl)-α-L-arabinopyranosyl]oxy]-2-phenyl-5-(β-D-xylopyranosyloxy)-4H-1-benzopyran-4-one [C@@H]1([C@H](O)[C@H](O)[C@@H](O)[C@@H](O1)C)O[C@@H]1[C@H]([C@@H](OC[C@@H]1O)OC1=CC2=C(C(C=C(O2)C2=CC=CC=C2)=O)C(=C1)O[C@H]1[C@H](O)[C@@H](O)[C@H](O)CO1)O